5-(8-amino-7-fluoro-3-((6-isopropyl-7-oxo-5,6,7,8-tetrahydro-4H-pyrazolo[1,5-d][1,4]diazepin-2-yl)amino)isoquinolin-6-yl)-1-ethyl-1H-pyrazole-3-carbonitrile NC=1C(=C(C=C2C=C(N=CC12)NC1=NN2CC(N(CCC2=C1)C(C)C)=O)C1=CC(=NN1CC)C#N)F